NC1=CC=C(C(=C1C(=O)N(C)C)F)C=1C=C2C(=NC1)NCC21C(C1)(C)C 6-Amino-3-(2,2-dimethyl-1',2'-dihydrospiro[cyclopropane-1,3'-pyrrolo[2,3-b]pyridin]-5'-yl)-2-fluoro-N,N-dimethylbenzamide